sulfonyl-2-(((tetrahydro-2H-pyran-2-yl) oxy) carbamoyl)-3,8-diazabicyclo[3.2.1]octane-8-carboxylate S(=O)(=O)=C1NC(C2CCC1N2C(=O)[O-])C(NOC2OCCCC2)=O